N1(CCNCC1)C=1C=CC(=C(C#N)C1)C(F)(F)F 5-(piperazin-1-yl)-2-(trifluoromethyl)benzonitrile